C(CCC)C(CCCCCCCCCCC)OCCO 2-[(1-n-butyldodecyl)oxy]ethanol